N-methyl-vinyl-amine CNC=C